[N+](=O)([O-])C1=C(NC2=CC=CC=C12)C(=O)O nitro-indolecarboxylic acid